ClC=1C(=C(CN2[C@@H](C[C@@](CC2)(C(=O)O)CC2=NC(=C(C(=C2F)C2=NC=CC=C2C)F)NC2=NNC(=C2)C)C)C=CC1)F (2R,4R)-1-(3-chloro-2-fluorobenzyl)-4-((3',5'-difluoro-3-methyl-6'-((5-methyl-1H-pyrazol-3-yl)amino)-[2,4'-bipyridin]-2'-yl)methyl)-2-methylpiperidine-4-carboxylic acid